C(CC)C(C(=O)O)=C alpha-propylacrylic acid